C(C)(C)C1=CC=C(C=C1)C12CCN(CC2C1)C(=O)C1CC2(C1)NC(OC2)=O (rac)-(2s,4s)-2-(6-(4-Isopropylphenyl)-3-azabicyclo[4.1.0]heptan-3-carbonyl)-7-oxa-5-azaspiro[3.4]octan-6-on